glycidyl fumarate (glycidyl fumarate) C(C1CO1)/C(/C(=O)O)=C\C(=O)O.C(\C=C\C(=O)O)(=O)OCC1CO1